C1(CCC1)CN(C(=O)OCC1=C(N=NN1C)C1=CC=C(C(=N1)C)O[C@@H]1C[C@@H]([C@@H]2C[C@@H]2C1)C(=O)O)C (1R,2S,4S,6R)-4-((6-(5-((((cyclobutylmethyl)(methyl)carbamoyl)oxy)methyl)-1-methyl-1H-1,2,3-triazol-4-yl)-2-methylpyridin-3-yl)oxy)bicyclo[4.1.0]heptane-2-carboxylic Acid